tert-Butyl 3-(6-(2-methoxypyridin-4-yl)pyrrolo[1,2-b]pyridazin-4-yl)-3,8-diazabicyclo[3.2.1]octane-8-carboxylate COC1=NC=CC(=C1)C=1C=C2N(N=CC=C2N2CC3CCC(C2)N3C(=O)OC(C)(C)C)C1